CN([C@H]1CN(CC1)C=1C=CC(=NC1C(F)(F)F)N1C=NC(=C1)NC=1N=CC(=NC1)C#N)C (R)-5-((1-(5-(3-(Dimethylamino)pyrrolidin-1-yl)-6-(trifluoromethyl)pyridin-2-yl)-1H-imidazol-4-yl)amino)pyrazine-2-carbonitrile